Ethyl 6-(4-chloro-3-fluorophenyl)-4-oxo-3-(pentafluoroethyl)-4,5-dihydropyrazolo[1,5-a]pyrazine-2-carboxylate ClC1=C(C=C(C=C1)C=1NC(C=2N(C1)N=C(C2C(C(F)(F)F)(F)F)C(=O)OCC)=O)F